2-Amino-N-(1-cyclopropylethyl)-7-fluoro-3-(hydroxymethyl)-N-(6-(trifluoromethyl)-2,3-dihydrobenzofuran-3-yl)quinoline-6-carboxamide NC1=NC2=CC(=C(C=C2C=C1CO)C(=O)N(C1COC2=C1C=CC(=C2)C(F)(F)F)C(C)C2CC2)F